thiollactone S12(C=CC=C1O2)=O